4-[(1S)-1-fluoroethyl]oxazolidin-2-one F[C@@H](C)C1NC(OC1)=O